ClC1=CC(=C(C=C1)C1=C(N(N=N1)C)CN1N=CC(=CC1=O)N1C[C@H](OCC1)C)F 2-[[5-(4-chloro-2-fluoro-phenyl)-3-methyl-triazol-4-yl]methyl]-5-[(2R)-2-methylmorpholin-4-yl]pyridazin-3-one